BrC(CCCC)C(=O)OC methyl 1-bromopentanecarboxylate